6-tert-butyl-10-methoxy-9-(6-morpholinylpyridin-3-yl)-2-oxo-6,7-dihydro-2H-pyrido[2,1-a]isoquinoline-3-carboxylic acid C(C)(C)(C)C1N2C(C3=CC(=C(C=C3C1)C=1C=NC(=CC1)N1CCOCC1)OC)=CC(C(=C2)C(=O)O)=O